2-[(2'R,4S)-2'-fluoro-6-iodo-1-oxospiro[3H-isoquinoline-4,1'-cyclopropane]-2-yl]-N-(5-fluoropyrimidin-2-yl)acetamide F[C@H]1[C@]2(C1)CN(C(C1=CC=C(C=C12)I)=O)CC(=O)NC1=NC=C(C=N1)F